2,7-Anthraquinonedisulfonic acid C1=CC2=C(C=C1S(=O)(=O)O)C(=O)C3=C(C2=O)C=CC(=C3)S(=O)(=O)O